4-(2-aminoethyl)-2-methoxyphenol NCCC1=CC(=C(C=C1)O)OC